ClC=1SC=C(N1)CO (2-Chloro-1,3-thiazol-4-yl)methanol